ClC=1C=CC2=C([C@@H](C[C@@H](O2)C(=O)NC23CC(C2)(C3)N3N=CC(=C3)C3=NC=C(C=C3)C(F)F)O)C1 (2R,4R)-6-chloro-N-(3-{4-[5-(difluoromethyl)pyridin-2-yl]-1H-pyrazol-1-yl}bicyclo[1.1.1]pentan-1-yl)-4-hydroxy-3,4-dihydro-2H-1-benzopyran-2-carboxamide